3-[[(2R)-azetidin-2-yl]methyl]-2-[[4-[6-[(4-cyano-2-fluoro-phenyl)methoxy]-2-pyridinyl]-2-fluoro-phenyl]methyl]benzimidazole-5-carboxylic acid tert-butyl ester C(C)(C)(C)OC(=O)C1=CC2=C(N=C(N2C[C@@H]2NCC2)CC2=C(C=C(C=C2)C2=NC(=CC=C2)OCC2=C(C=C(C=C2)C#N)F)F)C=C1